FC=1C=C(C=C(C1)F)[C@@H](C)O (R)-1-(3,5-difluorophenyl)ethanol